(2S)-2-amino-4-methylthio-butanoic acid N[C@H](C(=O)O)CCSC